2-[3-(Benzyloxy)-1H-pyrazol-1-yl]pyridin C(C1=CC=CC=C1)OC1=NN(C=C1)C1=NC=CC=C1